2-methyl-N-[4-(5-phenyl-1,3,4-oxadiazol-2-yl)phenyl]propionamide CC(C(=O)NC1=CC=C(C=C1)C=1OC(=NN1)C1=CC=CC=C1)C